N1C=C(C2=CC=CC=C12)CCNC(=O)C1=NNC=N1 N-(2-(1H-indol-3-yl)ethyl)-1H-1,2,4-triazole-3-carboxamide